3-hydroxyl-2-phenylpropane-1-one OCC(C=O)C1=CC=CC=C1